C(C)(=O)OC=1C(=NC=CC1OC)C(=O)N[C@H](C(=O)OC1C(CC1)(C1=CC=C(C=C1)F)C1=CC=C(C=C1)F)C [2,2-bis(4-fluorophenyl) cyclobutyl] (2S)-2-[(3-acetoxy-4-methoxy-pyridine-2-carbonyl) amino]propanoate